C1(=CC=C(C=C1)S[C@H]1[C@@H](CCC1)C(=O)O)C |r| rac-(1S*,2R*)-2-(p-tolylthio)cyclopentane-1-carboxylic acid